N-(4-(difluoromethoxy)-2-((2-(dimethylamino)ethyl)(methyl)amino)-5-((4-(5'-methylspiro[cyclobutane-1,3'-pyrrolo[3,2-b]pyridin]-1'(2'H)-yl)pyrimidin-2-yl)amino)phenyl)acrylamide FC(OC1=CC(=C(C=C1NC1=NC=CC(=N1)N1CC2(C3=NC(=CC=C31)C)CCC2)NC(C=C)=O)N(C)CCN(C)C)F